indium-tin-antimony [Sb].[Sn].[In]